(5-bromo-6-indan-2-yloxy-methyl-3-pyridinyl)-N-ethyl-N-methyl-formamidine BrC=1C=C(C(=NC1OC1CC2=CC=CC=C2C1)C)C(=N)N(C)CC